ONC(C1=CC=C(C=C1)CN1CCN(CC1)C(=O)C=1OC2=C(C1)C=C(C=C2)C(F)(F)F)=O N-hydroxy-4-((4-(5-(trifluoromethyl)benzofuran-2-carbonyl)piperazin-1-yl)methyl)benzamide